7-{3-[1-(3-Methylbutyl)-1H-pyrazol-4-yl]-6-(1-methyl-1H-pyrazol-5-yl)pyridin-2-yl}chinolin CC(CCN1N=CC(=C1)C=1C(=NC(=CC1)C1=CC=NN1C)C1=CC=C2C=CC=NC2=C1)C